2-((4-methylbenzyl)thio)-6-oxo-4-(3,4,5-trimethoxyphenyl)-1,6-dihydropyrimidine-5-carbonitrile CC1=CC=C(CSC=2NC(C(=C(N2)C2=CC(=C(C(=C2)OC)OC)OC)C#N)=O)C=C1